C(C(C)C)(=O)CC(C)=NO isobutyryl-acetoxime